5-bromo-6-(3-iodobutyl)pyridine-2(1H)-one BrC=1C=CC(NC1CCC(C)I)=O